N1=CC(=CC=C1)C1=C(C=C(C=C1)C(F)(F)F)O 2-(pyridin-3-yl)-5-(trifluoromethyl)phenol